bicyclo[1.1.1]pentane-3-carboxamide C12CC(C1)(C2)C(=O)N